(1-((tert-butyldimethylsilyl)oxy)propan-2-yl-3,3,3-d3)oxy-6-iodo-3-(methoxymethoxy)pyridine [Si](C)(C)(C(C)(C)C)OCC(C([2H])([2H])[2H])OC1=NC(=CC=C1OCOC)I